C1=CC(=CC2=C1C=CCCC2)C(=O)NN 6,7-dihydro-5H-benzo[7]annulene-3-carboxylic acid hydrazide